C12(CC(C1)C2)CC(=O)NC2=CSC(=C2)C2=NC(=CN=C2)C2=CC(=C(C=C2)C(=O)N2CCOCC2)OC 2-(bicyclo[1.1.1]pentan-1-yl)-N-(5-(6-(3-methoxy-4-(morpholine-4-carbonyl)phenyl)pyrazin-2-yl)thiophen-3-yl)acetamide